(Z)-5-(2-fluoro-6-hydroxy-3-((1-methylpyrrolidin-3-ylidene)methyl)phenyl)-1,2,5-thiadiazolidin-3-one 1,1-dioxide FC1=C(C(=CC=C1\C=C\1/CN(CC1)C)O)N1CC(NS1(=O)=O)=O